OC1=CC=C(C=C1)O p-hydroxyphenol